Bis(3,6-dihydroxyphenyl) sulfone OC=1C=C(C(=CC1)O)S(=O)(=O)C1=CC(=CC=C1O)O